1-methyl-6-(pyrrolidin-3-yl)pyrido[3,4-d]pyridazin-7(6H)-one hydrochloride Cl.CC=1C=2C(C=NN1)=CN(C(C2)=O)C2CNCC2